[3-[4-(cyclopropylsulfonimidoyl)phenyl]azetidin-1-yl]-[6-(3-cyclopropyl-1H-1,2,4-triazol-5-yl)-2-azaspiro[3.3]heptan-2-yl]methanone C1(CC1)S(=O)(=N)C1=CC=C(C=C1)C1CN(C1)C(=O)N1CC2(C1)CC(C2)C2=NC(=NN2)C2CC2